FC=1C=C(C=CC1)CSSCC ethyl [(3-fluorophenyl)methyl] disulfide